(2R)-N-((R or S)-(3-chloro-4-fluorophenyl)(2-(2,2,2-trifluoro-ethoxy)pyridin-4-yl)methyl)-2-methyl-3-oxopiperazine-1-carboxamide ClC=1C=C(C=CC1F)[C@H](NC(=O)N1[C@@H](C(NCC1)=O)C)C1=CC(=NC=C1)OCC(F)(F)F |o1:8|